(R)-2-((2-chloro-5-iodopyridin-4-yl)amino)propanamide ClC1=NC=C(C(=C1)N[C@@H](C(=O)N)C)I